4-(2-{(S)-(4,4-Difluorocyclohexyl)[(4-methyl-1,2,5-oxadiazole-3-carbonyl)amino]-methyl}-4-fluoro-1H-benzimidazol-5-yl)tetrahydropyran-4-carboxylic acid, trifluoroacetate salt FC(C(=O)O)(F)F.FC1(CCC(CC1)[C@@H](C1=NC2=C(N1)C=CC(=C2F)C2(CCOCC2)C(=O)O)NC(=O)C2=NON=C2C)F